C[Si](C)(C)C#CC1(C(C=CC(=C1F)C#C[Si](C)(C)C)F)C1=CC=CC=C1 1,5-bis(trimethylsilylethynyl)-2,6-difluorobiphenyl